5-(5-methyl-1H-pyrazol-4-yl)-N-(4-(morpholinomethyl)pyridin-2-yl)thiazolo[5,4-b]pyridin-2-amine CC1=C(C=NN1)C1=CC=C2C(=N1)SC(=N2)NC2=NC=CC(=C2)CN2CCOCC2